1-Methoxy-PropylAcetate COC(CC)CC(=O)[O-]